BrC1=NN(C(=C1)C(=O)NC=1C(=CC=2N(C1C(=O)NCC1CCCC1)N=CC2)C)C2=NC=CC=C2Cl 6-(3-Bromo-1-(3-chloropyridin-2-yl)-1H-pyrazol-5-carboxamido)-N-(cyclopentylmethyl)-5-methylpyrazolo[1,5-a]pyridin-7-carboxamid